(1-fluoro-4-(4,4,5,5-tetramethyl-1,3,2-dioxaborolane-2-yl)-5-((triisopropylsilyl) ethynyl) naphthalen-2-yl) carbamate C(N)(OC1=C(C2=CC=CC(=C2C(=C1)B1OC(C(O1)(C)C)(C)C)C#C[Si](C(C)C)(C(C)C)C(C)C)F)=O